CC1=C(C=C(C=C1)NC(=O)N1C[C@@H](OCC1)C(F)(F)F)C=1C=NC(=C(C1)N1CCOCC1)ON1CCOCC1 (2R)-N-[4-methyl-3-[5-(morpholin-4-yl)-6-(morpholin-4-yloxy)pyridin-3-yl]phenyl]-2-(trifluoromethyl)morpholine-4-carboxamide